BrC1=CC(=CC2=C1N(C(=N2)SC)C[C@@H]2OC(OC2)C2=CC=CC=C2)C(=O)NC2=CC=C(C=C2)OC(F)(F)Cl 7-bromo-N-(4-(chlorodifluoromethoxy)phenyl)-2-(methylsulfanyl)-1-(((4S)-2-phenyl-1,3-dioxolan-4-yl)methyl)-1H-benzo[d]imidazole-5-carboxamide